NC1=C(C=C(C=C1)C1=NN(C2=NC=NC(=C21)N)C(C)C)Cl 3-(4-amino-3-chlorophenyl)-1-isopropyl-1H-pyrazolo[3,4-d]pyrimidin-4-amine